N-(4-vinyl-benzoyl)-thiourea C(=C)C1=CC=C(C(=O)NC(=S)N)C=C1